FC=1C2=C(C=NC1)C(N(C2)C=2C=NC(=CC2)N[C@@H]2C[C@H](CC2)NC2=NN1C(C=C(C=C1)C(F)(F)F)=N2)=O 7-fluoro-2-(6-(((1S,3S)-3-((7-(trifluoromethyl)-[1,2,4]triazolo[1,5-a]pyridin-2-yl)amino)cyclopentyl)amino)pyridin-3-yl)-1,2-dihydro-3H-pyrrolo[3,4-c]pyridin-3-one